(13S)-15-(2,6-difluorophenyl)-13-methyl-3-oxa-9-thia-11,14-diazatricyclo[8.5.0.02,8]pentadeca-1(10),2(8),14-trien-12-one FC1=C(C(=CC=C1)F)C1=N[C@H](C(NC=2SC=3CCCCOC3C12)=O)C